N1(C=NC=2C1=C1C(=NC2)NC=C1)N1CCC(CC1)C(C#N)C 2-(1-(imidazo[4,5-d]pyrrolo[2,3-b]pyridine-1(6H)-yl)piperidine-4-yl)propionitrile